C(C)(C)(C)OC(=O)N\C(=N/C(=O)OC(C)(C)C)\NC1=CC=C(C(=O)OC=2C=3N(C(=CC2)CC(=O)OC(C)(C)C)N=CN3)C=C1 5-[2-(tert-butoxy)-2-oxoethyl]-[1,2,4]triazolo[1,5-a]pyridin-8-yl 4-{[(1Z)-{[(tert-butoxy)carbonyl]amino}({[(tert-butoxy)carbonyl]imino})methyl]amino}benzoate